5-(4-(3-phenylprop-1-ynyl)phenoxy)-1H-1,2,3-triazole-4-carboxylic acid C1(=CC=CC=C1)CC#CC1=CC=C(OC2=C(N=NN2)C(=O)O)C=C1